C1(CC1)CNC(C=1C=CC(=C(C1)C1(N(CC(C1)O)C(=O)N)C(=O)N)F)C1=CC=CC=C1 (5-(((cyclopropylmethyl)amino)(phenyl)methyl)-2-fluorophenyl)-4-hydroxypyrrolidine-1,2-dicarboxamide